Benzyl 4-((methylsulfonyl)oxy)piperidine-1-carboxylate CS(=O)(=O)OC1CCN(CC1)C(=O)OCC1=CC=CC=C1